NC1(CC1)COC=1C=C(C=2N(C1)N=CC2C#N)C=2C=CC(=NC2)N2CCC(CC2)(C)NC(=O)C2=NC=CC=C2CCl N-(1-(5-(6-((1-aminocyclopropyl)methoxy)-3-cyanopyrazolo[1,5-a]pyridin-4-yl)pyridin-2-yl)-4-methylpiperidin-4-yl)-3-chloromethylpyridinamide